OC1=CC=C2C=C(NC2=C1)CNC(CC)=O N-((6-hydroxy-1H-indol-2-yl)methyl)propionamide